N=1C=CN2C1C=C(C=C2)NC(C(=O)N2[C@H](CC[C@@H](C2)C)C=2C=CC1=C(N=C(S1)CC(C)N1CCCC1)C2)=O N-(imidazo[1,2-a]pyridin-7-yl)-2-((2R,5S)-5-methyl-2-(2-(2-(pyrrolidin-1-yl)propyl)benzo[d]thiazol-5-yl)piperidin-1-yl)-2-oxoacetamide